O=C1N(C(C2=CC=CC=C12)=O)[C@H]1[C@@H](C[C@@]2(CCN(C2)C(=O)OC(C)(C)C)CC1)C |r| rac-tert-butyl (5R,7R,8R)-8-(1,3-dioxoisoindolin-2-yl)-7-methyl-2-azaspiro[4.5]decane-2-carboxylate